tert-butyl ((5-(4,4,5,5-tetramethyl-1,3,2-dioxaborolan-2-yl)isochroman-1-yl)methyl)carbamate CC1(OB(OC1(C)C)C1=C2CCOC(C2=CC=C1)CNC(OC(C)(C)C)=O)C